O=C1N(C(C2=CC=CC=C12)=O)[C@H](C(=O)OC)CCCCO methyl (S)-2-(1,3-dioxoisoindolin-2-yl)-6-hydroxycaproate